1-Cyano-N-(4,6-diamino-2-(5-fluoro-1-(2-fluorobenzyl)-1H-pyrazolo[3,4-b]pyridin-3-yl)pyrimidin-5-yl)cyclopropane-1-carboxamide C(#N)C1(CC1)C(=O)NC=1C(=NC(=NC1N)C1=NN(C2=NC=C(C=C21)F)CC2=C(C=CC=C2)F)N